2-(2,6-dioxopiperidin-3-yl)-6-fluoroisoindole O=C1NC(CCC1N1C=C2C=C(C=CC2=C1)F)=O